iridium (III) carbonyl-bis(triphenylphosphine) chloride [Cl-].C(=O)(P(C1=CC=CC=C1)(C1=CC=CC=C1)C1=CC=CC=C1)P(C1=CC=CC=C1)(C1=CC=CC=C1)C1=CC=CC=C1.[Ir+3].[Cl-].[Cl-]